S(=O)(=O)(O)C(CCC1=CC=CC2=[NH+]C3=CC=CC=C3C=C12)(S(=O)(=O)O)S(=O)(=O)O trisulphopropyl-acridinium